5-amino-6-(7-fluoro-5-methyl-1H-indazol-4-yl)-2-[1-methyl-3-(tetrahydropyran-4-ylamino)pyrazol-4-yl]pyrimidine-4-carboxamide NC=1C(=NC(=NC1C1=C2C=NNC2=C(C=C1C)F)C=1C(=NN(C1)C)NC1CCOCC1)C(=O)N